(2R,3R,4S,5S)-2-(4-Amino-7H-pyrrolo[2,3-d]pyrimidin-7-yl)-5-((((3,5-diphenylisoxazol-4-yl)methyl)thio)methyl)tetrahydrofuran-3,4-diol NC=1C2=C(N=CN1)N(C=C2)[C@@H]2O[C@@H]([C@H]([C@H]2O)O)CSCC=2C(=NOC2C2=CC=CC=C2)C2=CC=CC=C2